Zirconium zirconium silicate [Si]([O-])([O-])([O-])[O-].[Zr+4].[Zr+4].[Si]([O-])([O-])([O-])[O-]